FC(C=1C=C(C=CC1)N1CCN(CC1)CCCN)(F)F 3-(4-(3-trifluoromethylphenyl)piperazin-1-yl)propylamine